C(OCCl)(OC(C(C)C)C(C)C)=O chloromethyl (2,4-dimethylpentane-3-yl) carbonate